BrC1=NC=CC(=C1)C(C(F)(F)F)=O 1-(2-bromopyridin-4-yl)-2,2,2-trifluoroethanone